R-(-)-5-(2-aminopropyl)-2-methoxybenzenesulphonamide N[C@@H](CC=1C=CC(=C(C1)S(=O)(=O)N)OC)C